NC1=NC(=C(C=C1C=1C=C2CCNC(C2=CC1)=O)C1=C(C=C(C=C1)N1C[C@@H](OCC1)C(C)C)F)F (S)-6-(2-amino-6-fluoro-5-(2-fluoro-4-(2-isopropylmorpholino)phenyl)pyridin-3-yl)-3,4-dihydroisoquinolin-1(2H)-one